4-ethoxy-1-(2-methyl-4-nitrophenyl)-1,4-azaphosphine-4-oxide C(C)OP1(C=CN(C=C1)C1=C(C=C(C=C1)[N+](=O)[O-])C)=O